mandeloylcarnitine C(C(O)C1=CC=CC=C1)(=O)C(O)(C[N+](C)(C)C)CC([O-])=O